(1S)-1-(5-chloro-1H-1,3-benzodiazol-2-yl)ethane-1-amine hydrochloride Cl.ClC1=CC2=C(NC(=N2)[C@H](C)N)C=C1